FC=1C=C(C=CC1)C(/C(/C(=O)OCC)=N/O)=O ethyl (Z)-3-(3-fluorophenyl)-2-(hydroxyimino)-3-oxopropanoate